2-amino-6,6,6-trifluoro-hexanoic acid ethyl ester C(C)OC(C(CCCC(F)(F)F)N)=O